C(CCCC)OC1=CC=C(C=C1)C1=CC=C(C=C1)C#N 4'-pentyloxy-4-biphenyl-carbonitrile